FC1(CN(CC1)C=1C=C(C=CC1C(=O)N1CCS(CC1)(=O)=O)NC(=O)C1CC1)F N-[3-(3,3-difluoropyrrolidin-1-yl)-4-(1,1-dioxo-1,4-thiazinane-4-carbonyl)phenyl]cyclopropanecarboxamide